ClC1=C(C=C2CCCOC2=C1)C=O 7-chlorochroman-6-carbaldehyde